N-[(Benzyloxy)carbonyl]-L-alanyl-L-alanyl-L-asparagine C(C1=CC=CC=C1)OC(=O)N[C@@H](C)C(=O)N[C@@H](C)C(=O)N[C@@H](CC(N)=O)C(=O)O